N,N-bis(2-chloroethyl)propan-1-amine CCCN(CCCl)CCCl